ClC=1N=C(C2=C(N1)C1=C(O2)C=CC=C1)C1=CC=CC2=C1SC1=C2C=CC=C1 2-chloro-4-(dibenzo[b,d]thiophen-4-yl)benzofuro[3,2-d]pyrimidine